4-chloro-2-methylsulfanyl-pyrimidine-5-carboxylic acid ClC1=NC(=NC=C1C(=O)O)SC